2-methyl-2-(pyridin-2-yldisulfaneyl)propan-1-amine CC(CN)(C)SSC1=NC=CC=C1